4'-nitro-biphenyl-2-thiol [N+](=O)([O-])C1=CC=C(C=C1)C=1C(=CC=CC1)S